CN1N=CC(=C1)NC1=NC=CC(=C1)OC1=C(N=C(S1)C)C1=CC=CC=C1 N-(1-methyl-1H-pyrazol-4-yl)-4-((2-methyl-4-phenylthiazol-5-yl)oxy)pyridin-2-amine